C(C)(C)C=1OC=C(C1)C(C)(C)O 2-isopropyl-4-(α-hydroxyisopropyl)furan